C=C1COCOC1 5-methylene-1,3-dioxan